N1=CC=C(C=C1)NC(=O)N 1-pyridin-4-ylurea